ClC1=CC(=C(C=C1)[C@@H]1OC2=C(C=CC=C2C=C1)C1CCN(CC1)CC1=NC2=C(C=NC(=C2)C(OC)=N)N1C[C@H]1OCC1)F Methyl 2-((4-((R)-2-(4-chloro-2-fluorophenyl)-2H-chromen-8-yl) piperidin-1-yl) methyl)-3-(((S)-oxetan-2-yl) methyl)-3H-imidazo[4,5-c]pyridine-6-carboimidate